C(CCCCCCC\C=C/CCCCCCCC)(=O)Cl Oleic acid chloride